methyl 3-(2-(2,2,7-trifluoro-3-oxo-6-(perfluorophenyl)-2,3-dihydro-4H-benzo[b][1,4]oxazin-4-yl)acetamido)propanoate FC1(C(N(C2=C(O1)C=C(C(=C2)C2=C(C(=C(C(=C2F)F)F)F)F)F)CC(=O)NCCC(=O)OC)=O)F